C(C)(C)(C)OC(=O)N1[C@@H](CN([C@H](C1)C)C=1C2=C(N=CN1)N(C=C2C(F)(F)F)C2=NC=CC(=C2)C#N)C([2H])([2H])[2H] (2r,5s)-4-(7-(4-cyanopyridin-2-yl)-5-(trifluoromethyl)-7H-pyrrolo[2,3-d]pyrimidin-4-yl)-5-methyl-2-(methyl-d3)piperazine-1-carboxylic acid tert-butyl ester